trans-4-((4-(2-Cyclopropylthiazol-5-yl)pyridin-2-yl)((4-(4-methoxy-3-methylphenyl)bicyclo[2.2.2]octan-1-yl)methyl)carbamoyl)cyclohexanecarboxylic acid C1(CC1)C=1SC(=CN1)C1=CC(=NC=C1)N(C(=O)[C@@H]1CC[C@H](CC1)C(=O)O)CC12CCC(CC1)(CC2)C2=CC(=C(C=C2)OC)C